ClC1=C(C=CC(=C1)SCC)[N+](=O)[O-] 2-Chloro-4-ethylsulfanyl-1-nitro-benzene